N1=C(C=CC2=CC=CC=C12)C[C@H](N)C(=O)O β-(2-quinolyl)-alanine